CC1C(=C(C=2N(C=3C=CC=CC3C21)C2=CC=CC=C2)C)C 1,2,3-trimethyl-4-phenyl-1,4-dihydrocyclopent[b]indole